O[C@@H]1C[C@H](N(C1)C(C(C(C)C)C1=CC(=NO1)OCCCC(=O)OC)=O)C(NCC1=CC=C(C=C1)C1=C(N=CS1)C)=O Methyl 4-((5-(1-((2S,4R)-4-hydroxy-2-((4-(4-methylthiazol-5-yl)benzyl)carbamoyl)pyrrolidin-1-yl)-3-methyl-1-oxobutan-2-yl)isoxazol-3-yl)oxy)butanoate